thiophene-2-carboxylic acid, lithium salt [Li+].S1C(=CC=C1)C(=O)[O-]